ClC=1C=C(C=CC1F)NC1=NC=NC2=CC(=C(C=C12)OCC1=CC(=C2C(N(C(C2=C1)=O)C1C(NC(CC1)=O)=O)=O)F)OC 6-(((4-((3-chloro-4-fluorophenyl)amino)-7-methoxyquinazolin-6-yl)oxy)methyl)-2-(2,6-dioxopiperidin-3-yl)-4-fluoroisoindoline-1,3-dione